(((9H-fluoren-9-yl)methoxy)carbonyl)amino-4-((acetoxymethyl)amino)-4-oxobutanoate C1=CC=CC=2C3=CC=CC=C3C(C12)COC(=O)NC(C(=O)[O-])CC(=O)NCOC(C)=O